(4-(3,6-dimethyl-9H-carbazol-9-yl) butyl) phosphate P(=O)(OCCCCN1C2=CC=C(C=C2C=2C=C(C=CC12)C)C)([O-])[O-]